7-chloro-2H-pyrido[4,3-b][1,4]oxazin-3(4H)-one ClC1=CC=2OCC(NC2C=N1)=O